C1(CC1)C1=NC=NC(=C1C1=NC=C2C(=N1)N(N=C2)CC2=CC1=C(C=3N(CC(N1)=O)C=C(N3)C(F)(F)F)C=C2)OC 9-((6-(4-cyclopropyl-6-methoxypyrimidin-5-yl)-1H-pyrazolo[3,4-d]pyrimidin-1-yl)methyl)-2-(trifluoromethyl)-5H-benzo[f]imidazo[1,2-d][1,4]diazepin-6(7H)-one